5-(6-(5-((3aS,6aR)-2-oxohexahydro-1H-thieno[3,4-d]imidazol-4-yl)pentanamido)hexanamido)pentan-1-aminium 2,2,2-trifluoroacetate FC(C(=O)[O-])(F)F.O=C1N[C@H]2[C@@H](N1)CSC2CCCCC(=O)NCCCCCC(=O)NCCCCC[NH3+]